O[C@@H]1C2=CC=CC=C2C=2C=CC=CC2[C@@H]1O (cis)-9,10-dihydroxy-9,10-dihydrophenanthrene